[Cl-].C(#CC)OC[N+](CC1=CC=CC=C1)(C(C)C)COC#CC di(propynyloxymethyl)isopropyl-benzyl-ammonium chloride